(2,6-diisopropylphenyl)-1,6-bis(4-methoxyphenoxy)-9-bromoperylene-3,4-dicarboximide C(C)(C)C1=C(C(=CC=C1)C(C)C)C1=C(C=2C=3C=CC=C4C(=CC=C(C5=C(C=C6C(=C1C(=O)NC6=O)C52)OC5=CC=C(C=C5)OC)C43)Br)OC4=CC=C(C=C4)OC